N-(3-(1-(tert-Butyl)-4-(2-((1-(methylsulfonyl)piperidin-4-yl)amino)pyrimidin-4-yl)-1H-pyrazol-3-yl)-2-fluorophenyl)benzenesulfonamide C(C)(C)(C)N1N=C(C(=C1)C1=NC(=NC=C1)NC1CCN(CC1)S(=O)(=O)C)C=1C(=C(C=CC1)NS(=O)(=O)C1=CC=CC=C1)F